FC(OC1=CC=C(OCC2=NN=C(S2)N)C=C1)(F)F 5-((4-(trifluoromethoxy)phenoxy)methyl)-1,3,4-thiadiazol-2-amine